n-tridecyl-cyclobutane C(CCCCCCCCCCCC)C1CCC1